COC1=C(C=C2C(=N1)C=NN2)C2=CNC1=NC(=CC=C12)NC(=O)C1CC1 N-(3-[5-methoxy-1H-pyrazolo[4,3-b]pyridin-6-yl]-1H-pyrrolo[2,3-b]pyridin-6-yl)cyclopropanecarboxamide